indole dibenzanthracenedisulfonate C1(=C(C=CC2=C1C1=CC=3C=CC=CC3C=C1C1=C2C=CC=C1)S(=O)(=O)O)S(=O)(=O)O.N1C=CC2=CC=CC=C12